The molecule is an amino oligosaccharide that is a tetradecasaccharide derivative in which two alpha-L-fucosyl-(1->2)-[alpha-D-galactosyl-(1->3)]-beta-D-galactosyl-(1->3)-N-acetyl-beta-D-glucosaminyl-(1->2)-alpha-D-mannosyl branched pentasaccharide units are linked (1->3) and (1->6) to the mannose residue of a beta-D-mannosyl-(1->4)-N-acetyl-beta-D-glucosaminyl-(1->4)-[alpha-L-fucosyl-(1->6)]-N-acetyl-D-glucosamine branched tetrasaccharide. It is an amino oligosaccharide and a glucosamine oligosaccharide. C[C@H]1[C@H]([C@H]([C@@H]([C@@H](O1)OC[C@@H]2[C@H]([C@@H]([C@H]([C@@H](O2)O)NC(=O)C)O)O[C@H]3[C@@H]([C@H]([C@@H]([C@H](O3)CO)O[C@H]4[C@H]([C@H]([C@@H]([C@H](O4)CO[C@@H]5[C@H]([C@H]([C@@H]([C@H](O5)CO)O)O)O[C@H]6[C@@H]([C@H]([C@@H]([C@H](O6)CO)O)O[C@H]7[C@@H]([C@H]([C@H]([C@H](O7)CO)O)O[C@@H]8[C@@H]([C@H]([C@H]([C@H](O8)CO)O)O)O)O[C@H]9[C@H]([C@@H]([C@@H]([C@@H](O9)C)O)O)O)NC(=O)C)O)O[C@@H]1[C@H]([C@H]([C@@H]([C@H](O1)CO)O)O)O[C@H]1[C@@H]([C@H]([C@@H]([C@H](O1)CO)O)O[C@H]1[C@@H]([C@H]([C@H]([C@H](O1)CO)O)O[C@@H]1[C@@H]([C@H]([C@H]([C@H](O1)CO)O)O)O)O[C@H]1[C@H]([C@@H]([C@@H]([C@@H](O1)C)O)O)O)NC(=O)C)O)O)NC(=O)C)O)O)O